sodium borohydride boron [B+3].[BH4-].[Na+].[BH4-].[BH4-].[BH4-]